ClC(C)(C)C1=CC(=CN=N1)C(F)(F)F 6-(2-Chloropropane-2-yl)-4-(trifluoromethyl)pyridazin